C(C(C)C)C=1NC=CN1 2-isobutylimidazole